2-fluoroiodobenzene C1=CC=C(C(=C1)F)I